Dinatrium carbonat C([O-])([O-])=O.[Na+].[Na+]